C[Zr+2](C)(C)(C)(C)(C)(C)(C)(C)C.Cl[C-]1C=CC=C1.[C-]1(C=CC=C1)Cl decamethyl-dichlorozirconocene